N-(tert-Butoxycarbonyloxy)phthalimide CCN(CC)P(=O)(N(CC)CC)Cl